FC=1C(=CC2=C(C(=CO2)C2C(NC(CC2)=O)=O)C1)N1CC(CC1)CC1=CC=C(C=C1)C 3-[5-fluoro-6-[3-(p-tolylmethyl)pyrrolidin-1-yl]benzofuran-3-yl]piperidine-2,6-dione